8-((cyclopropylmethyl)sulfonyl)-3-(3-(3-hydroxyphenyl)prop-2-yn-1-yl)-1,7-dimethyl-3,7-dihydro-1H-purine-2,6-dione C1(CC1)CS(=O)(=O)C1=NC=2N(C(N(C(C2N1C)=O)C)=O)CC#CC1=CC(=CC=C1)O